(S)-1-(1-acryloylpyrrolidin-3-yl)-3-((6-fluoro-1-methyl-1H-benzo[d]imidazol-5-yl)ethynyl)-5-(methylamino)-1H-pyrazole-4-carboxamide C(C=C)(=O)N1C[C@H](CC1)N1N=C(C(=C1NC)C(=O)N)C#CC1=CC2=C(N(C=N2)C)C=C1F